4-(9,9'-spirobi[fluoren]-2-yl)-2,3,5,6-tetra(9H-carbazol-9-yl)benzonitrile C1=C(C=CC=2C3=CC=CC=C3C3(C12)C1=CC=CC=C1C=1C=CC=CC13)C1=C(C(=C(C#N)C(=C1N1C3=CC=CC=C3C=3C=CC=CC13)N1C3=CC=CC=C3C=3C=CC=CC13)N1C3=CC=CC=C3C=3C=CC=CC13)N1C3=CC=CC=C3C=3C=CC=CC13